methyl 1,4-dioxaspiro[4.4]-nonane-6-carboxylate O1CCOC12C(CCC2)C(=O)OC